CC(=CCC/C(=C/CC/C(=C/CC/C=C(\C)/CC/C=C(\C)/CCC1C(O1)(C)C)/C)/C)C 2,3-epoxysqualene